C(C)(C)(CCC)NC(C=C)=O N-tert.hexyl-acrylamide